BrC1=CC=C(C=C1)C1=CC=C(N=N1)CN1CC(C1)C(=O)N(C)C 1-[[6-(4-bromophenyl)pyridazin-3-yl]methyl]-N,N-dimethyl-azetidine-3-carboxamide